ClC1=NC=C(C(=N1)N1CC(CC1)C1CCCC1)Cl 2,5-dichloro-4-(3-cyclopentylpyrrolidin-1-yl)pyrimidine